BrC=1C=C(C=CC1F)NC(=NO)C=1C(=NON1)SCC(=O)NC(CO)CO 2-({4-[N-(3-Bromo-4-fluorophenyl)-N'-hydroxycarbamimidoyl]-1,2,5-oxadiazol-3-yl}sulfanyl)-N-[2-hydroxy-1-(hydroxymethyl)ethyl]acetamid